ethylmethyl (2-fluorovinyl) phosphonate P(OCCC)(OC=CF)=O